C(C)(C)C1=C(NC=C1)C(=O)OC methyl 3-isopropyl-1H-pyrrole-2-carboxylate